FC1=C(C=CC(=C1F)OC=1C2=C(N=CN1)C=C(C(=N2)OC)OCCCN2CCOCC2)NC(=O)C2(CC2)C(=O)NC2=CC=C(C=C2)F 1-N'-[2,3-difluoro-4-[6-methoxy-7-(3-morpholin-4-ylpropoxy)pyrido[3,2-d]pyrimidin-4-yl]oxyphenyl]-1-N-(4-fluorophenyl)cyclopropane-1,1-dicarboxamide